5-(3-(5-cyclopropyl-1-(methylsulfonyl)-1H-pyrazol-3-yl)-2-fluoro-6-hydroxyphenyl)-1,2,5-thiadiazolidin-3-one 1,1-dioxide C1(CC1)C1=CC(=NN1S(=O)(=O)C)C=1C(=C(C(=CC1)O)N1CC(NS1(=O)=O)=O)F